3-(1-acetyl-3,6-dihydro-2H-pyridin-4-yl)-1,8-dimethyl-5-[[rac-(1R)-1-[3-(trifluoromethyl)phenyl]ethyl]amino]pyrido[2,3-d]pyridazin-2-one C(C)(=O)N1CCC(=CC1)C1=CC=2C(=C(N=NC2N[C@H](C)C2=CC(=CC=C2)C(F)(F)F)C)N(C1=O)C |r|